(4-Bromo-2-iodophenyl)methanesulfonic acid sodium sulfite S(=O)([O-])[O-].[Na+].BrC1=CC(=C(C=C1)CS(=O)(=O)O)I.[Na+]